COC=1C=C(OC2=CC=C(C=N2)N2C(NC=3C2=NC=C(C3)C(F)(F)F)=O)C=CC1C 3-[6-(3-methoxy-4-methyl-phenoxy)-3-pyridyl]-6-(trifluoromethyl)-1H-imidazo[4,5-b]pyridin-2-one